N-(2-(3,3-difluoroazetidin-1-yl)-6-methylpyrimidin-4-yl)-1-((2-hydroxyethyl)sulfonyl)-6-(6-azaspiro[2.5]octan-6-yl)indoline-5-carboxamide FC1(CN(C1)C1=NC(=CC(=N1)NC(=O)C=1C=C2CCN(C2=CC1N1CCC2(CC2)CC1)S(=O)(=O)CCO)C)F